CC(C)(C)C1=C(C=CC(=C1)O)O 2-(1,1-dimethylethyl)-1,4-Benzenediol